Monobutyl Phthalate Copper (II) [Cu+2].C(C=1C(C(=O)[O-])=CC=CC1)(=O)OCCCC